C(C(CCCCC)(C(=O)O)C(=O)O)(C(=O)O)(C(=O)O)C(=O)O heptanepentacarboxylic acid